C(#N)C1=CC=C(CCN[C@H](C(=O)NC2=NC=C(C=C2)N2CCCC2)C2=CC=CC=C2)C=C1 |r| (S)- and (R)-2-((4-cyanophenethyl)amino)-2-phenyl-N-(5-(pyrrolidin-1-yl)pyridin-2-yl)-acetamide